C(C)NC(=O)[C@@H]1CCC2=CC(=CC=C12)C1=NOC(=N1)CC (R)-N-Ethyl-5-(5-ethyl-1,2,4-oxadiazol-3-yl)-2,3-dihydro-1H-inden-1-carboxamid